ClC1=C(C=CC(=C1)C(=O)N1[C@H]([C@@H](N(CC1)C1=CC(=CC=C1)Cl)C)C)[S@](=O)CC(=O)C1=CC=NC=C1 |&1:24| (±)-2-((2-Chloro-4-(4-(3-chlorophenyl)-trans-2,3-dimethylpiperazine-1-carbonyl)phenyl)sulfinyl)-1-(pyridin-4-yl)ethan-1-one